(3R)-N-(cyclobutylmethyl)-1-(6-(1-(4-(6-(pyrrolidin-1-yl)pyrazin-2-yl)-1H-1,2,3-triazol-1-yl)ethyl)pyridazin-3-yl)piperidin-3-amine C1(CCC1)CN[C@H]1CN(CCC1)C=1N=NC(=CC1)C(C)N1N=NC(=C1)C1=NC(=CN=C1)N1CCCC1